4-vinyl-catechol di(2-ethylhexanoate) C(C)C(C(=O)OC=1C(OC(C(CCCC)CC)=O)=CC(=CC1)C=C)CCCC